4-[4-Bromo-6-(2-chloro-benzyl)-3-hydroxy-pyridin-2-yl]-4-oxo-butyric acid ethyl ester C(C)OC(CCC(=O)C1=NC(=CC(=C1O)Br)CC1=C(C=CC=C1)Cl)=O